F\C(=C/C(=O)NC1=CC(=NC=C1)C=1C=CC=C2C=NC(=NC12)NC=1C=NC(=CC1)N1CCOCC1)\C (Z)-3-fluoro-N-(2-(2-((6-morpholinylpyridin-3-yl)amino)quinazolin-8-yl)pyridin-4-yl)but-2-enamide